C(C)(=O)N1[C@H](CN(C2=CC(=CC=C12)Br)C(=O)OC(C)(C)C)C tert-butyl (S)-4-acetyl-7-bromo-3-methyl-3,4-dihydroquinoxaline-1(2H)-carboxylate